C(C1=CC=CC=C1)OC[C@@H](CS)OC1=CC=C(C=C1)F (S)-3-(benzyloxy)-2-(4-fluorophenoxy)propane-1-thiol